(benzo[c]isothiazol-3-yl)-N-methylpiperidin-4-amine N=1SC(=C2C1C=CC=C2)N2CCC(CC2)NC